[4-[2-[3-[4-[3-[[2-[4-[(Z)-octadec-9-enoyl]oxyphenyl]acetyl]amino]propyl]piperazin-1-yl]propylamino]-2-oxoethyl]phenyl] (Z)-octadec-9-enoate C(CCCCCCC\C=C/CCCCCCCC)(=O)OC1=CC=C(C=C1)CC(=O)NCCCN1CCN(CC1)CCCNC(CC1=CC=C(C=C1)OC(CCCCCCC\C=C/CCCCCCCC)=O)=O